BrC1=CC(=C(C2=C1N=C(N2C)C)C(=O)O)Cl 7-bromo-5-chloro-2,3-dimethylbenzoimidazole-4-carboxylic acid